C1(CC1)C1=NOC(=N1)C12CCC(CC1)(CC2)CN(C(=O)N2CC(CCC2)(C)C)C2=CC(=CC=C2)C2=NC(=NO2)C2CC2 N-((4-(3-cyclopropyl-1,2,4-oxadiazol-5-yl)bicyclo[2.2.2]octan-1-yl)methyl)-N-(3-(3-cyclopropyl-1,2,4-oxadiazol-5-yl)phenyl)-3,3-dimethylpiperidine-1-carboxamide